(S)-3-(2-(3,4-dihydroisoquinolin-2(1H)-yl)ethyl)-8-(methylsulfonyl)-2-oxa-8-azaspiro[4.5]decan-1-one C1N(CCC2=CC=CC=C12)CC[C@H]1OC(C2(C1)CCN(CC2)S(=O)(=O)C)=O